N[C@H](C(=O)OC(C)(C)C)CCCCC tert-butyl (S)-2-aminoheptanoate